C1(=CC=C(C=C1)N(C1=CC=C(C=C1)C1=CC(=CC=C1)N1C2=CC=CC=C2C=2C=CC=CC12)C1=CC=C(C=C1)C1=CC=CC=C1)C1=CC=CC=C1 N,N-di[1,1'-biphenyl]-4-yl-3'-9H-carbazol-9-yl-[1,1'-biphenyl]-4-amine